(R)-N2,N2-dimethyl-N4-(1-(3-nitro-5-(trifluoromethyl)phenyl)ethyl)-6-(pyrrolidin-1-yl)pyrido[3,4-d]pyrimidine-2,4-diamine CN(C=1N=C(C2=C(N1)C=NC(=C2)N2CCCC2)N[C@H](C)C2=CC(=CC(=C2)C(F)(F)F)[N+](=O)[O-])C